ClC[C@@H](CC1=C(C=C(C=C1)C)Cl)NC(=NO)C1=C(N=NC=C1OC1=C(C(=CC=C1)Cl)F)C |r| N-[(2RS)-1-chloro-3-(2-chloro-4-methylphenyl)propan-2-yl]-5-(3-chloro-2-fluorophenoxy)-N'-hydroxy-3-methylpyridazine-4-carboximidamide